C1(CCC1)SC=1C=C(N)C=CC1 3-(cyclobutylthio)aniline